BrC1=CC(=CN1S(=O)(=O)C1=C(C=CC(=C1)OC)F)C=O 5-bromo-1-(2-fluoro-5-methoxybenzenesulfonyl)-1H-pyrrole-3-carbaldehyde